CN(CCCSSC(C(=O)OCCCCCOC(C(CCCCCCCC)CCCCCC)=O)CC(=O)OCCCCCOC(C(CCCCCCCC)CCCCCC)=O)C Bis(5-((2-hexyldecanoyl)oxy)pentyl) 2-((3-(dimethylamino)propyl)disulfaneyl)succinate